2-[4-[(4-fluorophenoxy)methyl]-1H-1,2,3-triazol-1-yl]-4,5-difluorobenzamide FC1=CC=C(OCC=2N=NN(C2)C2=C(C(=O)N)C=C(C(=C2)F)F)C=C1